N(=[N+]=[N-])CCC(C)C1=NC(=NC(=C1)C1=C(C=CC=C1C)C)N(S(=O)(=O)C=1C=C(C(=O)OC)C=CC1)COC Methyl 3-[[4-(3-azido-1-methyl-propyl)-6-(2,6-dimethylphenyl)pyrimidin-2-yl]-(methoxymethyl)sulfamoyl]benzoate